N-[(1S)-1-(dicyclopropylmethyl)-2-[[5-fluoro-1-[(2-oxo-1H-pyridin-3-yl)methyl]pyrazol-4-yl]amino]-2-oxo-ethyl]-2-isopropyl-pyrazole-3-carboxamide C1(CC1)C([C@@H](C(=O)NC=1C=NN(C1F)CC=1C(NC=CC1)=O)NC(=O)C=1N(N=CC1)C(C)C)C1CC1